2-fluorospiro[3.3]heptan FC1CC2(C1)CCC2